C1(CC1)N1N=CC(=C1)C1=CC(=NC(=C1)NC1=NC=CN=C1)N[C@@H](C)C1=CC=C(C=C1)F (S)-4-(1-cyclopropyl-1H-pyrazol-4-yl)-N2-[1-(4-fluorophenyl)ethyl]-N6-(pyrazin-2-yl)pyridine-2,6-diamine